methyl 2-[6-bromo-1-(8-tert-butoxy-8-oxo-octyl)pyrrolo[2,3-b]pyridin-2-yl]-7-methoxy-1-methyl-benzimidazole-5-carboxylate BrC1=CC=C2C(=N1)N(C(=C2)C2=NC1=C(N2C)C(=CC(=C1)C(=O)OC)OC)CCCCCCCC(=O)OC(C)(C)C